ClC1=C2C=C(NC2=CC=C1)CN1C(N(C=2N=C(N(C2C1=O)C)NC1=NC(=CC=C1)C1CC(CC1)O)C)=O 1-((4-chloro-1H-indol-2-yl)methyl)-8-(6-(3-hydroxycyclopentyl)pyridin-2-ylamino)-3,7-dimethyl-1H-purine-2,6(3H,7H)-dione